phenylthiophenylbiphenyl C1(=CC=CC=C1)C=1C(=C(C=CC1)C1=CC=CC=C1)C=1SC=CC1